3H-pyrrolo[3',2':5,6]pyrido[3,4-b]pyrazin-3-one N=1C=2C(=NC(C1)=O)C=NC=1C2C=CN1